N1CC(C1)C1=C(C2=C(N=NC(=C2)C2=C(C=CC=C2)O)N1)C 2-(6-(azetidin-3-yl)-5-methyl-7H-pyrrolo[2,3-c]pyridazin-3-yl)phenol